C[C@@H]([C@H]([C@H]([C@@H](CO)O[C@@H]1[C@@H]([C@H]([C@H]([C@H](O1)CO)O)O)NC(=O)C)O)O)O The molecule is a 2-deoxy-D-galactoside consisting of N-acetyl-D-galactosamine attached to L-fucitol via an alpha-(1->2)-linkage. It is a 2-deoxy-D-galactoside and a disaccharide derivative.